2-(4-Chlorophenyl)-N-[4-(4-chloro-1H-pyrazol-1-yl)-3-sulfamoylphenyl]acetamide ClC1=CC=C(C=C1)CC(=O)NC1=CC(=C(C=C1)N1N=CC(=C1)Cl)S(N)(=O)=O